COC([C@H](CC(C)([N+](=O)[O-])C)C)=O.BrC1=CC(=C(C=C1)N1CCCCC1)[N+](=O)[O-] (4-bromo-2-nitrophenyl)piperidine methyl-(2s)-2,4-dimethyl-4-nitro-pentanoate